C(C)C1=CC=C(C=C1)CN1C(CCC1=O)CC(=O)NS(=O)(=O)C 2-[1-[(4-ethylphenyl)methyl]-5-oxopyrrolidin-2-yl]-N-methylsulfonylacetamid